(1r,5s,6s)-3-(1,3-benzodioxol-5-ylmethyl)-N-[6-(2,5-difluorophenyl)pyridazin-3-yl]-3-azabicyclo[3.1.0]hexane-6-amine O1COC2=C1C=CC(=C2)CN2C[C@@H]1C([C@@H]1C2)NC=2N=NC(=CC2)C2=C(C=CC(=C2)F)F